4,9-difluoro-5,5-dioxo-3,4-dihydro-2H-1,5-benzoxathiepine-7-carboxamide FC1CCOC2=C(S1(=O)=O)C=C(C=C2F)C(=O)N